C1(=CC=CC=C1)PCCPC1=CC=CC=C1 1,2-bis(phenylphosphino)ethane